C(C)(C)(C)OC(=O)N1CC(C1)C=1C=C2CCC(C2=CC1)N1CCC(CC1)C(=O)OC methyl 1-(5-(1-(tert-butoxycarbonyl)azetidin-3-yl)-2,3-dihydro-1H-inden-1-yl)piperidine-4-carboxylate